tert-butyl 2-(4-bromophenyl)-3,4,6,7,8,9-hexahydro-1,2a,5,7-tetraazabenzo[cd]azulene-5(5aH)-carboxylate BrC1=CC=C(C=C1)C1=NC=2CCNCC3C2N1CCN3C(=O)OC(C)(C)C